maleimidocaproylglycine C1(C=CC(N1CCCCCC(=O)NCC(=O)O)=O)=O